1-(4-cyanophenyl)-3-methyl-4-isobutyrylpyrazolin-5-one C(#N)C1=CC=C(C=C1)N1NC(=C(C1=O)C(C(C)C)=O)C